1-(quinoxalin-6-yl)-1H-pyrrole-2,5-dione N1=CC=NC2=CC(=CC=C12)N1C(C=CC1=O)=O